N-[[7-[(1S)-1,2-dihydroxyethyl]-1-methyl-4-[4-(trifluoromethoxy)phenyl]imidazo[4,5-c]pyridin-6-yl]methyl]prop-2-enamide O[C@H](CO)C=1C2=C(C(=NC1CNC(C=C)=O)C1=CC=C(C=C1)OC(F)(F)F)N=CN2C